dibutyltin bis(perfluoropentanoate) FC(C(=O)[O-])(C(C(C(F)(F)F)(F)F)(F)F)F.FC(C(=O)[O-])(C(C(C(F)(F)F)(F)F)(F)F)F.C(CCC)[Sn+2]CCCC